C(C)C1=CN=C2N1C=C(C=N2)C=2C=CN1N=C(N=CC12)NC1CC2(COC2)C1 5-(3-ethylimidazo[1,2-a]pyrimidin-6-yl)-N-(2-oxaspiro[3.3]heptan-6-yl)pyrrolo[2,1-f][1,2,4]triazin-2-amine